methyl (1r,4R)-4-[(3-chlorophenyl)(trifluoroacetyl)amino]-6'-formyl-2'-[(2R)-3-hydroxy-2-methylpropyl]spiro[cyclohexane-1,1'-indene]-4-carboxylate ClC=1C=C(C=CC1)N(C1(CCC2(C(=CC3=CC=C(C=C23)C=O)C[C@H](CO)C)CC1)C(=O)OC)C(C(F)(F)F)=O